C(CCCCCC(=O)ON1C(CCC1=O)=O)(=O)ON1C(CCC1=O)=O disuccinimidyl pimelate